CC(C(=O)O)(C(=O)O)C.C(C#CC)C(C(=O)OC)(C(=O)OC)CC#CC Dimethyl 2,2-bis(but-2-ynyl)propanedioate Dimethyl-malonate